3-bromo-2-iodo-thiophene BrC1=C(SC=C1)I